(1R,4S)-acetamide C(C)(=O)N